(3S,4S)-4-(5-chloro-2-pyridinyl)-3-(8-quinolinylcarbamoyl)piperidine-1-carboxylic acid tert-butyl ester C(C)(C)(C)OC(=O)N1C[C@H]([C@H](CC1)C1=NC=C(C=C1)Cl)C(NC=1C=CC=C2C=CC=NC12)=O